(3S,4R)-3-fluoro-4-(prop-2-ynyloxy)piperidin-1-carboxylic acid-2-methylpropan-2-yl ester CC(C)(C)OC(=O)N1C[C@@H]([C@@H](CC1)OCC#C)F